ClC1=NC=C(C(=N1)NC1CCOCC1)N 2-Chloro-N4-(tetrahydro-2H-pyran-4-yl)pyrimidine-4,5-diamine